(E)-5-(benzyl-(methyl)amino)-1-(4-chlorophenyl)-2-phenylpent-1-en-3-one C(C1=CC=CC=C1)N(CCC(/C(=C/C1=CC=C(C=C1)Cl)/C1=CC=CC=C1)=O)C